4-(4-cyano-3-hydroxy-7-phenethyl-quinolin-2-yl)-4-oxo-butyric acid ethyl ester C(C)OC(CCC(=O)C1=NC2=CC(=CC=C2C(=C1O)C#N)CCC1=CC=CC=C1)=O